methyl 2-[4-iodo-5-methyl-3-[[methyl-[(2S)-2-[2-methyl-4-[1-tetrahydropyran-2-yl-3-(2-triisopropylsilylethynyl)indazol-5-yl]pyrazol-3-yl]oxypropyl]amino]methyl] pyrazol-1-yl]acetate IC=1C(=NN(C1C)CC(=O)OC)CN(C[C@H](C)OC=1N(N=CC1C=1C=C2C(=NN(C2=CC1)C1OCCCC1)C#C[Si](C(C)C)(C(C)C)C(C)C)C)C